4-linoleoyloxyphenoxyacetic acid C(CCCCCCC\C=C/C\C=C/CCCCC)(=O)OC1=CC=C(OCC(=O)O)C=C1